(E)-1-(3,5-dichlorophenyl)-3-(dimethylamino)prop-2-en-1-one ClC=1C=C(C=C(C1)Cl)C(\C=C\N(C)C)=O